(3R,4R)-N,4-dimethyl-1-(phenylmethyl)-3-piperidinamine hydrochloride C[C@@H]1CCN(C[C@@H]1NC)CC2=CC=CC=C2.Cl.Cl